tert-butyl (1-(1-(3-bromo-2,5-difluorophenyl)-3-methyl-1H-1,2,4-triazol-5-yl)ethyl)(methyl)carbamate BrC=1C(=C(C=C(C1)F)N1N=C(N=C1C(C)N(C(OC(C)(C)C)=O)C)C)F